(S)-4-((R)-3-Aminopyrrolidin-1-yl)-7-((S)-1-methoxyethyl)-7,8-dihydro-6H-pyrimido[5,4-b][1,4]oxazin-2-amine N[C@H]1CN(CC1)C1=NC(=NC2=C1OC[C@H](N2)[C@H](C)OC)N